(R)-8-(2-(1H-tetrazol-5-yl)acetyl)-3-(2-(4-(4-fluorophenyl)piperazin-1-yl)ethyl)-2,8-diazaspiro[4.5]decan-1-one formate C(=O)O.N1N=NN=C1CC(=O)N1CCC2(C[C@@H](NC2=O)CCN2CCN(CC2)C2=CC=C(C=C2)F)CC1